oxalic acid, bromic acid salt Br(=O)(=O)O.C(C(=O)O)(=O)O